FC1=CC2=C(CNCC=C2)C=C1 7-fluoro-2,3-dihydro-1H-benzo[c]azepin